O=C1NC(CCC1N1C(C=2C=C3C(=CC2C1)CN(C3)CC(=O)OC(C)(C)C)=O)=O tert-butyl 2-(6-(2,6-dioxopiperidin-3-yl)-5-oxo-3,5,6,7-tetrahydropyrrolo[3,4-f]isoindol-2(1H)-yl)acetate